2-(Dimethylamino)ethanol N-Oxide C[N+](C)(CCO)[O-]